(R)-4-bromo-N-((5-fluoro-2-hydroxyphenyl)(3-fluoro-4-methylphenyl)methyl)-6-methylpicolinamide BrC1=CC(=NC(=C1)C)C(=O)N[C@H](C1=CC(=C(C=C1)C)F)C1=C(C=CC(=C1)F)O